2-methyl-3-(1-((4-methyl-7-morpholinopyrido[3,4]pyridazin-1-yl)amino)ethyl)benzonitrile CC1=C(C#N)C=CC=C1C(C)NN1NC=C(C2=C1C=C(N=C2)N2CCOCC2)C